ClC1=NC=CC(=N1)NC1=C(C=CC(=C1)[N+](=O)[O-])Cl 2-chloro-N-(2-chloro-5-nitrophenyl)pyrimidin-4-amine